C(CCCC(=O)[O-])(=O)OCCC(CCCCC)CCCCC (3-pentyl octyl) pentanedioate